5-benzyl-N-(4-(5-((5-hydroxypentyl)oxy)-2-methylphenyl)pyridin-2-yl)-4H-1,2,4-triazole-3-carboxamide C(C1=CC=CC=C1)C=1NC(=NN1)C(=O)NC1=NC=CC(=C1)C1=C(C=CC(=C1)OCCCCCO)C